2-benzyl-5-(4-methyl-alpha-hydroxybenzyl)-1,3,4-oxadiazole C(C1=CC=CC=C1)C=1OC(=NN1)C(C1=CC=C(C=C1)C)O